C(#N)C=1C=CC(=NC1)C=1C(=NC=CN1)[C@H](C)N(C(C1=CC(=CC(=C1)C(F)(F)F)C(F)(F)C1CC1)=O)CC1CC1 N-[(1S)-1-[3-(5-cyano-2-pyridyl)pyrazin-2-yl]ethyl]-3-[cyclopropyl(difluoro)methyl]-N-(cyclopropylmethyl)-5-(trifluoromethyl)benzamide